N(S(=O)(=O)C(F)(F)F)S(=O)(=O)C(F)(F)F.[Li] lithium triflimide salt